C(C1=CC=CC=C1)N(C(C(C(F)(F)F)(F)F)=S(F)F)C1=CC=CC=C1 N-benzyl-N-phenylheptafluoroPropanthioamide